acetyl-lactosylbromide C(C)(=O)C1([C@H](O)[C@@H](O)[C@H](O[C@H]2[C@H](O)[C@@H](O)[C@@H](O)[C@H](O2)CO)[C@H](O1)CO)Br